C1N(CCC2=CC=CC=C12)C1=NC(=NC(=C1)C1=CC(=CC=C1)OC)N 4-(3,4-Dihydroisoquinolin-2(1H)-yl)-6-(3-methoxyphenyl)pyrimidin-2-amine